C(C)(=O)[C@@]1(CC=2C(=C3C(C=4C=CC=C(C4C(C3=C(C2[C@H](C1)O[C@@H]1O[C@H]([C@H]([C@H](C1)N)OCC1=CC=CC=C1)C)O)=O)OC)=O)O)O (8S,10S)-8-acetyl-10-(((2R,4S,5S,6S)-4-amino-5-(benzyloxy)-6-methyltetrahydro-2H-pyran-2-yl)oxy)-6,8,11-trihydroxy-1-methoxy-7,8,9,10-tetrahydrotetracene-5,12-dione